CS(=O)(=O)C1=NC(=C(C(=N1)C1=CC=CC=C1)C#N)C1=CC=CC=C1 2-methanesulfonyl-4,6-diphenylpyrimidine-5-carbonitrile